bisvinyl ether C(=C)OC=C